2-(2-hydroxypyrrolidin-1-yl)butanamide OC1N(CCC1)C(C(=O)N)CC